4-nitrophenyl (1S,4S)-2-oxa-5-azabicyclo[2.2.1]heptane-5-carboxylate [C@@H]12OC[C@@H](N(C1)C(=O)OC1=CC=C(C=C1)[N+](=O)[O-])C2